C1=CC=CC=2C3=CC=CC=C3C(C12)COC(=O)N[C@@H](CCCCNC(C)=C1C(CC(CC1=O)(C)C)=O)C(=O)O N2-(((9H-fluoren-9-yl)methoxy)carbonyl)-N6-(1-(4,4-dimethyl-2,6-dioxocyclohexylidene)ethyl)-L-lysine